N,1-diethyl-N-(2,2,2-trifluoro-1-(4-fluorophenyl)ethyl)-1H-pyrazolo[3,4-b]pyridine-3-sulfonamide C(C)N(S(=O)(=O)C1=NN(C2=NC=CC=C21)CC)C(C(F)(F)F)C2=CC=C(C=C2)F